(R)-N-(3-(5-bromo-1H-pyrrolo[2,3-b]pyridine-3-carbonyl)-4-fluoro-2-methoxyphenyl)-3-fluoropyrrolidine-1-sulfonamide BrC=1C=C2C(=NC1)NC=C2C(=O)C=2C(=C(C=CC2F)NS(=O)(=O)N2C[C@@H](CC2)F)OC